2-(hydroxymethyl)-1H-indole-7-carbonitrile OCC=1NC2=C(C=CC=C2C1)C#N